(biphenylyl){[(biphenylyl)phenyltriazinyl]phenyl}dibenzofuran C1(=C(C=CC=C1)C1=C(C2=C(OC3=C2C=CC=C3)C=C1)C1=C(C=CC=C1)C1=NN=NC(=C1C1=CC=CC=C1)C1=C(C=CC=C1)C1=CC=CC=C1)C1=CC=CC=C1